C(C1=CC=CC=C1)OCCN1C[C@H](CC1=O)OC(=O)N1CCN(CC1)C1=NC=2N(C=C1)N=CC2C=2C(=NC=CC2)OC2CC2 [(3S)-1-(2-benzyloxyethyl)-5-oxo-pyrrolidin-3-yl]4-[3-[2-(cyclopropoxy)-3-pyridyl]pyrazolo[1,5-a]pyrimidin-5-yl]piperazine-1-carboxylate